C(C)OC=1C(=CC=2N(C1)N=C(C2)C)C(=O)NC2=CC=C(N=N2)C=2CCN(CC2)C(=O)OC(C)(C)C tert-butyl 4-(6-(6-ethoxy-2-methylpyrazolo[1,5-a]pyridine-5-carboxamido)pyridazin-3-yl)-3,6-dihydropyridine-1(2H)-carboxylate